5-ethyl-1,3,4-oxadiazol C(C)C1=NN=CO1